1-(3-(2,4-Difluoro-3-hydroxy-5-(trifluoromethyl)phenyl)-1-methyl-1H-pyrazolo[4,3-c]pyridin-6-yl)-4-methylpiperazin-2-one FC1=C(C=C(C(=C1O)F)C(F)(F)F)C1=NN(C2=C1C=NC(=C2)N2C(CN(CC2)C)=O)C